didecylamino butyrate C(CCC)(=O)ON(CCCCCCCCCC)CCCCCCCCCC